tert-butyl 5-amino-3',6'-dihydro-[2,4'-bipyridine]-1'(2'H)-carboxylate NC=1C=CC(=NC1)C=1CCN(CC1)C(=O)OC(C)(C)C